ClC1=NN(C=C1C1=NC=CC(=N1)NC=1N=CC2=C(C=CC(=C2C1)C(C)C)N1[C@@H]([C@H](C1)CS(=O)(=O)C)C)[C@H]1COCC1 N-(2-(3-chloro-1-((R)-tetrahydrofuran-3-yl)-1H-pyrazol-4-yl)pyrimidin-4-yl)-5-isopropyl-8-((2R,3S)-2-methyl-3-((methylsulfonyl)methyl)azetidin-1-yl)isoquinolin-3-amine